O1C(=C(C=C1)C(=O)[O-])C(=O)[O-].[Na+].[Na+] sodium furandicarboxylate